N-[9-[(2R,3R,4S,5R)-4-benzyloxy-5-(benzyloxymethyl)-3-hydroxy-5-(hydroxy-methyl)tetrahydro-furan-2-yl]-6-oxo-1H-purin-2-yl]-2-methyl-propanamide C(C1=CC=CC=C1)O[C@H]1[C@H]([C@@H](O[C@]1(CO)COCC1=CC=CC=C1)N1C=2N=C(NC(C2N=C1)=O)NC(C(C)C)=O)O